2-(8-hydroxynaphthalen-1-yl)-1-(3-methoxyphenyl)ethan-1-one OC=1C=CC=C2C=CC=C(C12)CC(=O)C1=CC(=CC=C1)OC